C(C)(=O)NC(C(=O)NCC(=O)O)C(C1=CC=C(C=C1)OC1=CC=CC=C1)=O N-(2-acetylamino-3-oxo-3-(4-phenoxyphenyl)propionyl)glycine